C=1N=CN2C1C1=CC=CC=C1C2C2C(COCC2)O 4-(5H-Imidazo[5,1-a]isoindol-5-yl)-tetrahydro-2H-pyran-3-ol